C1(=CC=CC=C1)C1=NC(=CC(=C1)C1=C(C=CC=C1)C1=C(C(=CC=C1)C#N)C1=CC=CC=C1)C1=CC=CC=C1 (2,6-diphenylpyridin-4-yl)-[1,1':2',1''-terphenyl]-3'-carbonitrile